ClCCCC1S(NC2=C(S1)C=CC=C2)(=O)=O 3-(3-Chloropropyl)-1H-2,4,1-benzodithiazin-2,2-dioxid